BrC1=NC(=C(C(=C1F)O)F)Br 2,6-dibromo-3,5-difluoropyridin-4-ol